2-(benzyloxy)-N-(5-(3-bromobenzyl)-4-methylthiazol-2-yl)acetamide C(C1=CC=CC=C1)OCC(=O)NC=1SC(=C(N1)C)CC1=CC(=CC=C1)Br